O=C1N[C@H]([C@@H]2C[C@H]12)C(=O)O (1R,2R,5S)-4-oxo-3-azabicyclo[3.1.0]hexane-2-carboxylic acid